N-(ethoxycarbonyl)methyl-3-aminopropyl-trimethoxysilane C(C)OC(=O)CNCCC[Si](OC)(OC)OC